2-butyl-4-ethynyl-2-methyl-2H-benzo[e][1,3]thiazine C(CCC)C1(SC2=C(C(=N1)C#C)C=CC=C2)C